ClC1=C2C(=NC=C1OC=1C=NN3C1C=NC=C3)N=C(N2C)NC=2C=C(CN3C[C@H](CC3)O)C=C(C2)C(F)(F)F (S)-1-(3-((7-chloro-1-methyl-6-(pyrazolo[1,5-a]pyrazin-3-yloxy)-1H-imidazo[4,5-b]pyridin-2-yl)amino)-5-(trifluoromethyl)benzyl)pyrrolidin-3-ol